Cl.Cl.N[C@H](C)C1=CC=NC2=C(C=C(C=C12)C1=NC(=NC=C1F)NC1=NC=C(C=C1)N1CCNCC1)F |r| (±)-4-(4-(1-Aminoethyl)-8-fluoroquinolin-6-yl)-5-fluoro-N-(5-(piperazin-1-yl)pyridin-2-yl)pyrimidin-2-amine dihydrochloride